COCCO[C@H]1[C@@H](O[C@@H]([C@H]1O)CO)N1C=NC=2C(=O)NC(N)=NC12 2'-O-(2-methoxyethyl)guanosine